(2S,3R,4S,5S,6R)-2-(4-(((tert-Butyldimethylsilyl)oxy)methyl)-2-nitrophenoxy)-6-(hydroxymethyl)tetrahydro-2H-pyran-3,4,5-triol [Si](C)(C)(C(C)(C)C)OCC1=CC(=C(O[C@@H]2O[C@@H]([C@H]([C@@H]([C@H]2O)O)O)CO)C=C1)[N+](=O)[O-]